methyl(tris(1,1-dimethyl-2-propynyloxy))silane C[Si](OC(C#C)(C)C)(OC(C#C)(C)C)OC(C#C)(C)C